tert-butyl ((3R,6S)-6-(hydroxymethyl)-3,6-dihydro-2H-pyran-3-yl)carbamate OC[C@@H]1C=C[C@H](CO1)NC(OC(C)(C)C)=O